methyl-cyclohexyl-dibutoxysilane C[Si](OCCCC)(OCCCC)C1CCCCC1